(2R,3R,4S,5R)-2-[4-amino-5-(1H-pyrazol-3-yl)-7H-pyrrolo[2,3-d]pyrimidin-7-yl]-5-[(1E)-5-[({3-fluorobicyclo[1.1.1]pentan-1-yl}methyl)amino]pent-1-en-1-yl]oxolane-3,4-diol NC=1C2=C(N=CN1)N(C=C2C2=NNC=C2)[C@@H]2O[C@@H]([C@H]([C@H]2O)O)\C=C\CCCNCC21CC(C2)(C1)F